(+/-)-tert-butyl(4-chloro-3-(1,4-oxazepan-3-yl)phenyl)(methyl)carbamate C(C)(C)(C)OC(N(C)C1=CC(=C(C=C1)Cl)[C@@H]1COCCCN1)=O |r|